NC=1C(=NON1)N1N=NC(=C1)C(=O)NN=CC1=CC=C(C=C1)Cl 1-(4-amino-1,2,5-oxadiazol-3-yl)-N'-(4-chlorobenzylidene)-1H-1,2,3-triazole-4-carbohydrazide